Methyl (12R)-hexanoyloxyoleate C(CCCCC)(=O)OC(C(=O)OC)CCCCCC\C=C/CCCCCCCC